CN1N=C(C(=C1C)O)C1=CC=C(C=C1)C(C)(C)C 1,5-dimethyl-3-(4-(tert-butyl)phenyl)-pyrazol-4-ol